methoxyzirconium tribromide [Br-].[Br-].[Br-].CO[Zr+3]